C1(CCC1)C1=NC(=CC=C1O[C@@H]1C[C@H](CCC1)C(=O)O)C=1N=NN(C1COC(=O)N(CCC)C)C (1S,3S)-3-((2-cyclobutyl-6-(1-methyl-5-(((methyl(propyl)aminocarbonyl)oxy)methyl)-1H-1,2,3-triazol-4-yl)pyridin-3-yl)oxy)cyclohexane-1-carboxylic acid